2-(6-(((S)-5-((R)-2-(5-fluoro-2-methoxypyridin-4-yl)propionyl)-5-azaspiro[2.4]heptan-7-yl)amino)-2-methylpyridin-3-yl)pyrimidine-4-carbonitrile FC=1C(=CC(=NC1)OC)[C@H](C(=O)N1CC2(CC2)[C@@H](C1)NC1=CC=C(C(=N1)C)C1=NC=CC(=N1)C#N)C